4-bromo-2,7-di-t-butylfluorenone BrC=1C=C(C(C2=CC3=CC(=CC=C3C12)C(C)(C)C)=O)C(C)(C)C